2,4-bis(p-toluenesulfonyl)phenol CC1=CC=C(C=C1)S(=O)(=O)C1=C(C=CC(=C1)S(=O)(=O)C1=CC=C(C)C=C1)O